5-fluoro-4-(4,4,5,5-tetramethyl-1,3,2-dioxaborolan-2-yl)-1-(triisopropylsilyl)-1H-pyrrolo[2,3-b]pyridine FC=1C(=C2C(=NC1)N(C=C2)[Si](C(C)C)(C(C)C)C(C)C)B2OC(C(O2)(C)C)(C)C